5-(2,4-difluorophenyl)-N-[2-[6-(2,6-dimethyl-3-pyridyl)-2-pyridyl]-2-(1-methylpyrazol-4-yl)propyl]isoxazole-3-carboxamide FC1=C(C=CC(=C1)F)C1=CC(=NO1)C(=O)NCC(C)(C=1C=NN(C1)C)C1=NC(=CC=C1)C=1C(=NC(=CC1)C)C